Cl.ClC1=C(C=CC(=C1)O)C=1C=C2C(=NNC2=CC1)NC(=O)C1CC(C1)N(C)C N-[5-(2-chloro-4-hydroxyphenyl)-1H-indazol-3-yl]-3-(dimethylamino)cyclobutanecarboxamide hydrochloride